BrCCCCCCCCCCOC1OCCCC1 2-[(10-bromodecyl)oxy]tetrahydro-2H-pyran